gold indium tin [Sn].[In].[Au]